C(C)(C)(C)OC(=O)N1CC(C(CC1)(F)F)\C=C\C1=CC=CC=C1 N-tert-butyloxycarbonyl-3-((1E)-2-phenylvinyl)-4,4-difluoropiperidine